ClC=1C(=CC(=C(C1)S(=O)(=O)NC=1OC=CN1)F)N[C@@H](C)C1=C(C=CC(=C1)F)F (S)-5-chloro-4-((1-(2,5-difluorophenyl)ethyl)amino)-2-fluoro-N-(oxazole-2-yl)benzenesulfonamide